1-[[4-[3-(hydroxymethyl)-6-(trifluoromethyl)-2-pyridinyl]phenyl]methyl]pyrrolidin-2-one OCC=1C(=NC(=CC1)C(F)(F)F)C1=CC=C(C=C1)CN1C(CCC1)=O